3,4-dicyanophenol C(#N)C=1C=C(C=CC1C#N)O